(4-(4-cyanopyridin-2-yl)pentyl)-4-methoxybenzenesulfonamide C(#N)C1=CC(=NC=C1)C(CCCC1=C(C=CC(=C1)OC)S(=O)(=O)N)C